C(C)(C)(C)OC(=O)NC1(CC1)C1=CC=C(C=C1)B(O)O [4-[1-(tert-butoxycarbonylamino)cyclopropyl]phenyl]boronic acid